tert-butyl [3-(diethylcarbamoyl)-1-benzofuran-6-yl]carbamate C(C)N(C(=O)C1=COC2=C1C=CC(=C2)NC(OC(C)(C)C)=O)CC